2-(3-isopropyl-2-(8-methoxy-[1,2,4]triazolo[1,5-a]pyridin-6-yl)-1H-indol-5-yl)-5,5-dimethylmorpholine C(C)(C)C1=C(NC2=CC=C(C=C12)C1CNC(CO1)(C)C)C=1C=C(C=2N(C1)N=CN2)OC